1-(3-(Pyridin-4-yl)bicyclo[1.1.1]pentan-1-yl)-4-(3-(trifluoromethyl)-1-((2-(trimethylsilyl)ethoxy)methyl)-1H-pyrazol-5-yl)piperidin-2-one N1=CC=C(C=C1)C12CC(C1)(C2)N2C(CC(CC2)C2=CC(=NN2COCC[Si](C)(C)C)C(F)(F)F)=O